4-oxo-N-[(2-{[3-(2,2,2-trifluoroethoxy)azetidin-1-yl]methyl}-1H-indol-6-yl)methyl]-4H-pyrido[1,2-a]pyrimidine-2-carboxamide O=C1C=C(N=C2N1C=CC=C2)C(=O)NCC2=CC=C1C=C(NC1=C2)CN2CC(C2)OCC(F)(F)F